(25S)-Spirostan-6β-ol C[C@H]1[C@H]2[C@H](C[C@H]3[C@@H]4C[C@H](C5CCCC[C@]5(C)[C@H]4CC[C@]23C)O)O[C@]12CC[C@H](C)CO2